2-(4-(5H-dibenzo[b,f]azepin-5-yl)benzylidene)malononitrile C1=CC=CC=2N(C3=C(C=CC21)C=CC=C3)C3=CC=C(C=C(C#N)C#N)C=C3